C(C)OC(C(C1=C(C(=C(C=C1)F)C)C1CCC(CC1)OC1(CC1)C)Br)=O.NC1=C(C=C(C=C1OC)C=C1C(C(CCC1)=CC1=CC(=C(C(=C1)OC)N)OC)=O)OC 2,6-bis[(4-amino-3,5-dimethoxyphenyl)methylene]cyclohexanone ethyl-2-bromo-2-(4-fluoro-3-methyl-2-((1r,4r)-4-(1-methylcyclopropoxy)cyclohexyl)phenyl)acetate